C(#N)C1=C(C=NC=C1)C1=CC(=C(C=C1)C=1C(=NC(=NC1)C1=C(C=CC=C1OC)F)C(=O)N)N1[C@@H]2CN([C@](C1)(C2)CO)C (4-(4-cyanopyridin-3-yl)-2-((1S,4S)-4-(hydroxymethyl)-5-methyl-2,5-diazabicyclo[2.2.1]hept-2-yl)phenyl)-2-(2-fluoro-6-methoxyphenyl)pyrimidine-4-carboxamide